COC1=CC=C2CCN=C(C2=C1)C 7-Methoxy-1-methyl-3,4-dihydroisoquinoline